zinc propenyl dithiocarbamate C(N)(SC=CC)=S.[Zn]